[Se].[Sb].[Ag] silver-antimony-selenium